(3-((tert-Butoxycarbonyl)amino)-4-((4-fluorobenzyl)amino)-4-oxobutyl)dimethylsulfonium iodide [I-].C(C)(C)(C)OC(=O)NC(CC[S+](C)C)C(=O)NCC1=CC=C(C=C1)F